BrC=1C(=CC2=C(OCCN2)N1)CC1=CC=C(C=C1)F 6-bromo-7-(4-fluorobenzyl)-2,3-dihydro-1H-pyrido[2,3-b][1,4]oxazine